FC1=C(C=C(C(=C1)C)C=1C=C(C=2N(C1)C=CN2)N2CCOCC2)NC(=O)C=2C=NN(C2)C(C(F)(F)F)(C)C N-{2-fluoro-4-methyl-5-[8-(morpholin-4-yl)imidazo[1,2-a]pyridin-6-yl]phenyl}-1-(1,1,1-trifluoro-2-methylpropan-2-yl)pyrazole-4-carboxamide